5-bromo-2-(piperidin-4-yl)-2H-indazole hydrochloride Cl.BrC1=CC2=CN(N=C2C=C1)C1CCNCC1